ClC1=CC(=C(C=C1F)[C@H](NC(=O)[C@@H]1N([C@@H]2C[C@@H]2C1)C(=O)C1=NC=CC(=C1)CC)C1COC1)F (1R,3R,5R)-N-((R)-(4-chloro-2,5-difluorophenyl)(3-oxetanyl)methyl)-2-((4-ethyl-2-pyridinyl)carbonyl)-2-azabicyclo[3.1.0]hexane-3-carboxamide